ClC(Cl)OCC Dichloromethylethylether